(1R,2S,3R,5R)-3-[5-(4-benzyl-1,3-thiazol-2-yl)-2-chloropyrrolo[2,3-d]pyrimidin-7-yl]-5-(piperidin-4-yl)cyclopentane-1,2-diol C(C1=CC=CC=C1)C=1N=C(SC1)C1=CN(C=2N=C(N=CC21)Cl)[C@H]2[C@@H]([C@@H]([C@H](C2)C2CCNCC2)O)O